4-((3,4-dichlorophenoxy)methyl)-1H-1,2,3-triazole-5-carboxylic acid ClC=1C=C(OCC=2N=NNC2C(=O)O)C=CC1Cl